1-Palmitoyl-2-arachidonyl-sn-glycero-3-phosphorylcholine C(CCCCCCCCCCCCCCC)(=O)OC[C@@H](OCCCC\C=C/C\C=C/C\C=C/C\C=C/CCCCC)COP(=O)(O)OCC[N+](C)(C)C